C1(=CC=CC=C1)C1=C(C=CC=2N(C3=CC=CC=C3C12)C1=CC=CC=C1)N(C1=CC=CC=C1)C1=CC=CC=C1 4-phenyl-diphenyl-(9-phenyl-9H-carbazol-3-yl)amine